OCCC(C(=O)N)CCCCCC hydroxyethyl-capryl-amide